FC(OC1=CC2=C(N=C(O2)C2N(CCCC2)C(=O)[O-])C=C1)F 2-[6-(difluoromethoxy)-1,3-benzoxazol-2-yl]piperidine-1-carboxylate